5-(4'-carbamoyl-[1,1'-biphenyl]-4-yl)-2-((2-(trimethylsilyl)ethoxy)methyl)-2H-1,2,3-triazole-4-carboxylic acid ethyl ester C(C)OC(=O)C1=NN(N=C1C1=CC=C(C=C1)C1=CC=C(C=C1)C(N)=O)COCC[Si](C)(C)C